morpholine fluoroborate F[B-](F)(F)F.N1CCOCC1